(7R,8S)-2-chloro-7-ethyl-8-methyl-7,8-dihydro-5H-pyrano[4,3-b]pyridin-5-one ClC1=CC=C2C(=N1)[C@@H]([C@H](OC2=O)CC)C